COC(C(C(=O)OC)C(CCCCC)NC1=CC=C(C=C1)S(NC=1SC=CN1)(=O)=O)=O 2-(1-((4-(N-(thiazol-2-yl)sulfamoyl)phenyl)amino)hexyl)malonic acid dimethyl ester